3-methoxy-6-(4-methoxy-4-methylpiperidin-1-yl)pyridine-2-sulfonamide COC=1C(=NC(=CC1)N1CCC(CC1)(C)OC)S(=O)(=O)N